6-amino-7-methyl-1,3-benzothiazole-5-carboxylic acid NC1=C(C2=C(N=CS2)C=C1C(=O)O)C